N-(2-(3-ethylpiperazin-1-yl)-5-fluoropyrimidin-4-yl)-1H-indazol-5-amine C(C)C1CN(CCN1)C1=NC=C(C(=N1)NC=1C=C2C=NNC2=CC1)F